1-Undecyl-2-ethylpyridinium fluorid Tert-butyl-6-(4-(3-chloro-4-((3-methoxypropyl)(methyl)carbamoyl)phenyl)piperazin-1-yl)-2-azaspiro[3.3]heptane-2-carboxylate C(C)(C)(C)OC(=O)N1CC2(C1)CC(C2)N2CCN(CC2)C2=CC(=C(C=C2)C(N(C)CCCOC)=O)Cl.[F-].C(CCCCCCCCCC)[N+]2=C(C=CC=C2)CC